OC1=CC2=C(OC[C@@H](C(N2C)=O)NC(C(=O)N(CCC2=CC=CC=C2)C)=O)C=C1 (S)-N1-(7-hydroxy-5-methyl-4-oxo-2,3,4,5-tetrahydrobenzo[b][1,4]oxazepin-3-yl)-N2-methyl-N2-phenethyloxalamide